C(C1=CC(C(=O)OCCCCCCC(C)C)=CC=C1)(=O)OCCCCCCC (n-heptyl) (isononyl) isophthalate